BrC1=C(N=C(S1)NC=1N=NC(=C(C1C)C)\N=C\1/SC2=C(N1COCC[Si](C)(C)C)C=CC=C2)C(=O)OCC Ethyl 5-bromo-2-[(4,5-dimethyl-6-{[(2Z)-3-{[2-(trimethylsilyl) ethoxy] methyl}-2,3-dihydro-1,3-benzothiazol-2-ylidene] amino} pyridazin-3-yl) amino]-1,3-thiazole-4-carboxylate